FC(C=1C(=C(C=CC1)[C@@H](C)NC1=CC=NC2=CC(=C(C=C12)N1CCC(CC1)=O)OC)F)F (R)-1-(4-((1-(3-(difluoromethyl)-2-fluorophenyl)ethyl)amino)-7-methoxyquinolin-6-yl)piperidine-4-One